BrC(C)C1=NC=C(C=C1)N1N=CN=C1 2-(1-Bromoethyl)-5-(1H-1,2,4-triazol-1-yl)pyridine